3-tris(trimethylsiloxy)silylpropylacrylamide C[Si](O[Si](CCCC(C(=O)N)=C)(O[Si](C)(C)C)O[Si](C)(C)C)(C)C